C(C=C)(=O)[C].[Fe].[Ni] nickel-iron alloyl-carbon